(R)-6-(1-(difluoromethyl)cyclopropyl)-4-((1-(2-methyl-3-(trifluoromethyl)-phenyl)prop-2-yn-1-yl)amino)pyrido[4,3-d]pyrimidin-7(6H)-one FC(C1(CC1)N1C=C2C(N=CN=C2N[C@H](C#C)C2=C(C(=CC=C2)C(F)(F)F)C)=CC1=O)F